1-(N,N'-di(2-ethylhexyl)amino)-1-cyclohexylmethylphosphonic acid di(2-ethylhexyl) ester C(C)C(COP(OCC(CCCC)CC)(=O)C(C1CCCCC1)N(CC(CCCC)CC)CC(CCCC)CC)CCCC